2-(triethoxysilyl)ethane C(C)O[Si](CC)(OCC)OCC